COC(=O)[C@@H]1[C@H]2CN[C@@H]([C@@H]12)C |&1:8| (+/-)-(1R,5S,6R)-2-methyl-3-azabicyclo[3.1.0]hexane-6-carboxylic acid methyl ester